C1(CC1)C=1C(=NON1)C(=O)N[C@H](C(NC1=NC=CC(=C1)CN1C(N[C@@H](C1)C(F)(F)F)=O)=O)C1CCC(CC1)C 4-Cyclopropyl-N-((S)-1-((1s,4R)-4-methylcyclohexyl)-2-oxo-2-((4-(((S)-2-oxo-4-(trifluoromethyl)imidazolidin-1-yl)methyl)pyridin-2-yl)amino)ethyl)-1,2,5-oxadiazole-3-carboxamide